Cl.Cl.C1CC12NCCN(C2)C2=CC=C(C=N2)C=2C=1N(C=C(C2)C=2C=NN(C2)C)N=CC1C#N 4-(6-(4,7-diazaspiro[2.5]oct-7-yl)pyridin-3-yl)-6-(1-methyl-1H-pyrazol-4-yl)pyrazolo[1,5-a]pyridine-3-carbonitrile dihydrochloride